C(C)(C)(C)C1=NOC(=N1)C(=O)N[C@H](C)C1=C(C=C(C=C1)C1=CC(=NC=C1)NC(=O)C1CC1)C (R)-3-(tert-butyl)-N-(1-(4-(2-(cyclopropanecarboxamido)pyridin-4-yl)-2-methylphenyl)ethyl)-1,2,4-oxadiazole-5-carboxamide